1-((8aS)-6-chloro-4-fluoro-5-(2-fluoro-6-hydroxyphenyl)-8a,9,11,12-tetrahydro-pyrazino[2',1':3,4][1,4]oxazepino[5,6,7-de]quinazolin-10(8H)-yl)prop-2-en-1-one ClC1=C2C3=C(N=CN=C3C(=C1C1=C(C=CC=C1O)F)F)N1[C@H](CO2)CN(CC1)C(C=C)=O